FC1(OC2=C(O1)C=CC(=C2)CN2C[C@@H](N(C[C@H]2C)C=2C1=C(N(C(N2)=O)C)C=CC(=N1)C#N)C)F 4-((2S,5R)-4-((2,2-difluorobenzo[d][1,3]dioxol-5-yl)methyl)-2,5-dimethylpiperazin-1-yl)-1-methyl-2-oxo-1,2-dihydropyrido[3,2-d]pyrimidine-6-carbonitrile